Tert-butyl 4-[4-(prop-2-yn-1-yloxy)butyl]piperazine-1-carboxylate C(C#C)OCCCCN1CCN(CC1)C(=O)OC(C)(C)C